C(C)C(COC(\C(\C)=C/C(=O)OCC(CCCC)CC)=O)CCCC Citraconic acid di(2-ethylhexyl) ester